1-(2-chloro-3,5-dimethoxymethylphenyl)-3-(1-methyl-1H-pyrrol-2-yl)-(2E)-2-propen-1-one ClC1=C(C=C(C=C1COC)COC)C(\C=C\C=1N(C=CC1)C)=O